(5-bromo-7-chlorobenzofuran-3-yl)methanol BrC=1C=C(C2=C(C(=CO2)CO)C1)Cl